2-(4-(4-(4-isopropyl-5-(8-methoxy-[1,2,4]triazolo[1,5-a]pyridin-6-yl)-1H-pyrazol-3-yl)phenyl)piperidin-1-yl)acetamide C(C)(C)C=1C(=NNC1C=1C=C(C=2N(C1)N=CN2)OC)C2=CC=C(C=C2)C2CCN(CC2)CC(=O)N